1-allyl 4-(tert-butyl) (benzyl(1,3-dioxoisoindolin-2-yl)carbamoyl)-L-aspartate C(C1=CC=CC=C1)N(C(=O)N[C@@H](CC(=O)OC(C)(C)C)C(=O)OCC=C)N1C(C2=CC=CC=C2C1=O)=O